(R,E)-2-Fluoro-N-(7-methoxy-4-((2-methoxy-5-methyl-4-(naphthalen-2-yloxy)phenyl)amino)quinazoline-6-yl)-3-(1-methylpyrrolidin-2-yl)acrylamide F\C(\C(=O)NC=1C=C2C(=NC=NC2=CC1OC)NC1=C(C=C(C(=C1)C)OC1=CC2=CC=CC=C2C=C1)OC)=C\[C@@H]1N(CCC1)C